C(C)(C)(C1=CC=CC=C1)C1=C(C=CC(=C1)C(C)(C)C1=CC=CC=C1)O 2,4-dicumylphenol